3-(1H-imidazol-5-yl)alaninamide N1C=NC=C1C[C@H](N)C(=O)N